BrC=1C(=C(C=C(C1)F)O)C 3-bromo-5-fluoro-2-methyl-phenol